2-(4-methoxybenzyl)-7-methyl-2,7-diazaspiro[3.5]nonane-1,6-dione COC1=CC=C(CN2C(C3(C2)CC(N(CC3)C)=O)=O)C=C1